(S)-4-(2-amino-3-(3-(2-oxopyrrolidin-1-yl)phenyl)propanamido)benzoic acid N[C@H](C(=O)NC1=CC=C(C(=O)O)C=C1)CC1=CC(=CC=C1)N1C(CCC1)=O